NC(C(=O)N)CCSC 2-amino-4-(methylthio)butanamide